CCCC/C=C\CCCCCCCCC(=O)O 10Z-Pentadecenoic acid